phenylphospholamide C1(=CC=CC=C1)C1=C(PC=C1)C(=O)N